indium-tungsten [W].[In]